4-(6-(5-((2,4-difluorophenyl)sulphonylamino)-6-methoxypyridin-3-yl)pyrido[3,2-d]pyrimidin-4-yl)piperazine-1-carboxylic acid tert-butyl ester C(C)(C)(C)OC(=O)N1CCN(CC1)C=1C2=C(N=CN1)C=CC(=N2)C=2C=NC(=C(C2)NS(=O)(=O)C2=C(C=C(C=C2)F)F)OC